FC1=C(C2=CC=CC=C2C=C1)[C@H]([C@@H](C=1OC(NN1)=O)NS(=O)(=O)C1=C(C=C(C=C1)[N+](=O)[O-])OC)C N-((1S,2R)-2-(2-fluoronaphthalen-1-yl)-1-(5-oxo-4,5-dihydro-1,3,4-oxadiazol-2-yl)propyl)-2-methoxy-4-nitrobenzenesulfonamide